OC1=C(C=CC=C1)C1=CC(=CN=N1)N1CCC(CC1)(C1=CC=CC=C1)C(=O)N1CC2(C1)CNC2 (1-(6-(2-hydroxyphenyl)pyridazin-4-yl)-4-phenylpiperidin-4-yl)(2,6-diazaspiro[3.3]heptan-2-yl)methanone